BrC1=C(C=CC=C1COC1=NC(=C(C(=N1)OC)CN[C@@H](CO)C(=O)O)OC)C1=C(C(=CC=C1)OCCCN1CCOCC1)C ((2-((2-bromo-2'-methyl-3'-(3-morpholinopropoxy)-[1,1'-biphenyl]-3-yl)methoxy)-4,6-dimethoxypyrimidin-5-yl)methyl)-L-serine